CNC(O[C@@H]1CC[C@H](CC1)C(N(C[C@@H]1CC[C@H](CC1)C1=NC(=C(C=C1)OC)C)C1=CC(=CC=C1)C1=CN=C(S1)C1CC1)=O)=O trans-4-((3-(2-Cyclopropylthiazol-5-yl)phenyl)((trans-4-(5-methoxy-6-methylpyridin-2-yl)cyclohexyl)methyl) carbamoyl)cyclohexyl methylcarbamate